4-((3'-cyclohexyl-[1,1'-biphenyl]-4-yl)oxy)-1H-1,2,3-triazole-5-carboxylic acid C1(CCCCC1)C=1C=C(C=CC1)C1=CC=C(C=C1)OC=1N=NNC1C(=O)O